(Z)-5-fluoro-2-methyl-1-[[4-(methylsulphinyl)phenyl]methylidene]-3-indeneacetic acid FC=1C=C2C(=C(/C(/C2=CC1)=C/C1=CC=C(C=C1)S(=O)C)C)CC(=O)O